C(C)(C)(C)C1=CC=C(C=C1)N(C=1C=CC2=C(OC=3C2=CC=2OC4=C(C2C3)C=C3C(=C4)C4=C(O3)C=C(C=C4)N(C4=CC3=CC=CC=C3C=C4)C4=CC=C(C=C4)C(C)(C)C)C1)C1=CC4=CC=CC=C4C=C1 N,N'-bis(4-tert-butylphenyl)-N,N'-bis(naphthalen-2-yl)benzo[2,3][1]benzofuro[5,6-b][1]benzofuro[2,3-f][1]benzofuran-3,10-diamine